O=C(O)C1C=CC=CC=1C(=O)NC1C=CC(S(=O)(=O)NC2=NC=CS2)=CC=1 phthalylsulfathiazole